N-(4-(1-(8-(4,4-difluoropiperidin-1-yl)quinolin-6-yl)-1H-1,2,3-triazol-4-yl)-3-(6-azaspiro[2.5]octan-6-yl)phenyl)-2-hydroxyethane-1-sulfonamide FC1(CCN(CC1)C=1C=C(C=C2C=CC=NC12)N1N=NC(=C1)C1=C(C=C(C=C1)NS(=O)(=O)CCO)N1CCC2(CC2)CC1)F